NC1=CC=C(C=N1)C1=NC(=CC=C1)C(=O)NC1=CC2=C(C=N1)N=C(S2)N2CCOCC2 6'-amino-N-(2-morpholinothiazolo[4,5-c]pyridin-6-yl)-[2,3'-bipyridine]-6-carboxamide